1,3-bis(((R)-oxiran-2-yl)methoxy)benzene O1[C@H](C1)COC1=CC(=CC=C1)OC[C@@H]1OC1